(R)-3-((S)-1,1-Dimethylethylsulfonamido)-3-(2-fluoro-5-((6-methylpyridin-3-yl)oxy)phenyl)propanoic acid CC(C)(C)S(=O)(=O)N[C@H](CC(=O)O)C1=C(C=CC(=C1)OC=1C=NC(=CC1)C)F